C(C)(C)(CC)C1C(CCCC1)CC(=O)[O-] 2-tert-Pentylcyclohexylacetate